1-(4-(4,5-dichloro-2-hydroxybenzoyl)piperidin-1-yl)ethanone (R)-benzyl-2-(((benzyloxy)carbonyl)amino)-3-(3-fluoro-5-(5-isopropyl-3-methylisoxazol-4-yl)benzamido)propanoate C(C1=CC=CC=C1)OC([C@@H](CNC(C1=CC(=CC(=C1)C=1C(=NOC1C(C)C)C)F)=O)NC(=O)OCC1=CC=CC=C1)=O.ClC1=CC(=C(C(=O)C2CCN(CC2)C(C)=O)C=C1Cl)O